5-oxo-6,7-dihydro-5H-pyrrolo[3,4-b]Pyridine-2-carboxylic acid methyl ester COC(=O)C1=CC=C2C(=N1)CNC2=O